OC(=O)C(F)(F)F.CO[C@@H]1[C@@H](CNC1)NC(=O)NCCCCCCCCCCCCC 1-((3R,4S)-4-methoxypyrrolidin-3-yl)-3-tridecylurea TFA salt